C1=NC=CC2=CC(=CC=C12)[C@@H]1N(C[C@H](CC1)C)C(C(=O)NC=1C=C(C(=NC1)NC(OC(C)(C)C)=O)C)=O |o1:10,13| Rel-tert-butyl N-(5-{2-[(2R,5S)-2-(Isoquinolin-6-yl)-5-methylpiperidin-1-yl]-2-oxoacetamido}-3-methylpyridin-2-yl)carbamate